ClC1=CC=C(C=C1)C\C(\C(=O)O)=N/OC1OCCCC1 (E)-3-(4-chlorophenyl)-2-(((tetrahydro-2H-pyran-2-yl)oxy)imino)propionic acid